C(CCCCCC)N1C(CCC1)=O N-heptyl-2-pyrrolidone